5-{[5-amino-6-fluoro-7-(8-methyl-2,3-dihydro-1H-pyrido[2,3-b][1,4]oxazin-7-yl)quinazolin-2-yl]amino}-2-methyl-2,3-dihydro-1H-isoindol-1-one NC1=C2C=NC(=NC2=CC(=C1F)C1=C(C2=C(OCCN2)N=C1)C)NC=1C=C2CN(C(C2=CC1)=O)C